1-isobutyl-4-(piperidin-4-yl)-1,4-dihydropyrido[2,3-b]pyrazine-2,3-dione C(C(C)C)N1C2=C(N(C(C1=O)=O)C1CCNCC1)N=CC=C2